(8-bromonaphthalen-1-yl)methane-d2 BrC=1C=CC=C2C=CC=C(C12)C([2H])[2H]